2-(2-fluoro-4-(1H-1,2,4-triazol-3-yl)phenyl)-N-(3-(4-fluoropiperidin-1-yl)propyl)benzo[d]imidazo[2,1-b]thiazole-7-carboxamide FC1=C(C=CC(=C1)C1=NNC=N1)C=1N=C2SC3=C(N2C1)C=CC(=C3)C(=O)NCCCN3CCC(CC3)F